BrC=1C=C2C(=NC1)OC(=N2)C2=NC=NC(=C2)C 6-bromo-2-(6-methylpyrimidin-4-yl)oxazolo[5,4-b]pyridine